[N+](=[N-])=C1C(C=2C=CC=C(C2C=C1)S(=O)(=O)Cl)=O 6-diazo-5,6-dihydro-5-oxonaphthalene-1-sulfonyl chloride